FC1=C(C=CC(=C1)N1CC2N(C(C1)C2)C)NC(=O)C=2N=C(OC2)C=2C(=NOC2C(C)C)C2=CC=C(C=C2)F N-(2-fluoro-4-(6-methyl-3,6-diazabicyclo[3.1.1]heptan-3-yl)phenyl)-2-(3-(4-fluorophenyl)-5-isopropylisoxazol-4-yl)oxazole-4-carboxamide